tert-Butyl (19-(7-fluoro-5-oxo-1-thioxo-1,2-dihydro-[1,2,4]triazolo[4,3-a]quinazolin-4(5H)-yl)-15-oxo-3,6,9,12-tetraoxa-16-azanonadecyl)carbamate FC=1C=C2C(N(C=3N(C2=CC1)C(NN3)=S)CCCNC(CCOCCOCCOCCOCCNC(OC(C)(C)C)=O)=O)=O